5-(isopentenyl-aminomethyl)-5-pentenyl-uridine C(CC(=C)C)C(C1(C(NC(N([C@H]2[C@H](O)[C@H](O)[C@@H](CO)O2)C1)=O)=O)C=CCCC)N